COC=1C=CC=2N(C1)C=C(N2)C2=CC=C(C=C2)C=2C=CC(=NC2)N(C(OC(C)(C)C)=O)C tert-butyl 5-(4-(6-methoxyimidazo[1,2-a]pyridin-2-yl)phenyl)pyridin-2-yl(methyl)carbamate